C(C1=CC=CC=C1)N1C([C@H]2[C@@H](C([C@H]([C@H]1CC1=CC=CC=C1)C2=O)=O)C(=O)[O-])=O (1S,4R,5R,7S)-3,4-dibenzyl-2-oxo-6,8-dioxo-3-azabicyclo[3.2.1]octane-7-carboxylate